indoline-dione N1C(C(C2=CC=CC=C12)=O)=O